O=C1N(C(C2=CC=CC=C12)=O)CC=1SC(=C(N1)C)C1=NSC(=N1)C1=CC(=C(C(=O)OC)C=C1F)OC methyl 4-[3-[2-[(1,3-dioxoisoindolin-2-yl)methyl]-4-methyl-thiazol-5-yl]-1,2,4-thiadiazol-5-yl]-5-fluoro-2-methoxy-benzoate